4-(aminomethyl)-6-[5-(4-ethoxyphenyl)-1-methyl-pyrazol-4-yl]-2H-phthalazin-1-one NCC1=NNC(C2=CC=C(C=C12)C=1C=NN(C1C1=CC=C(C=C1)OCC)C)=O